ICI.[Br] bromine (diiodo)methane